(S)-7-((6-((dimethylamino)-methyl)-5-(tetrahydrofuran-3-yl)pyridin-2-yl)amino)-4-(6-methylpyrazolo-[1,5-a]pyridin-3-yl)isoindolin-1-one CN(C)CC1=C(C=CC(=N1)NC=1C=CC(=C2CNC(C12)=O)C=1C=NN2C1C=CC(=C2)C)[C@H]2COCC2